3,7-dimethyldodecane CC(CC)CCCC(CCCCC)C